BrC1=CC=C(C=C1)C1=C(N=NN1C1=CC=C(C=C1)OC)C#N 5-(4-bromophenyl)-1-(4-methoxyphenyl)-1,2,3-triazole-4-carbonitrile